NC1=NN2C(C=CC(=C2)C=2C(=C(C(=CC2)Cl)N2OCC[C@H]2C2=CC=CC=C2)F)=N1 (S)-N-(3-(2-amino-[1,2,4]triazolo[1,5-a]pyridin-6-yl)-6-chloro-2-fluorophenyl)-3-phenylisoxazolidine